S(=O)(=O)([O-])[O-].C(CCCCCCCC)C1=CC=C(OCC[NH3+])C=C1.[Na+] sodium (2-p-nonylphenoxy)-ethyl-ammonium sulfate